CC(C(C)=O)CCC 3-Methylhexan-2-one